4-(2-bromophenyl)tetrahydro-2H-pyran-2-one BrC1=C(C=CC=C1)C1CC(OCC1)=O